C1N(CCC2=CC=CC=C12)CC(CN1C(C2=CC=C(C=C2CC1)C(=O)N1CCC2(CC(NC2)=O)CC1)=O)O 8-(2-(3-(3,4-Dihydroisoquinolin-2(1H)-yl)-2-hydroxypropyl)-1-oxo-1,2,3,4-Tetrahydroisoquinoline-6-carbonyl)-2,8-diazaspiro[4.5]decan-3-one